tert-butyl (S)-methyl(pyrrolidin-3-ylmethyl)carbamate CN(C(OC(C)(C)C)=O)C[C@@H]1CNCC1